N1(CCNCC1)C1=NC(=NN1)C=1C=C(C=NC1)O 5-(5-(piperazin-1-yl)-1H-1,2,4-triazol-3-yl)pyridin-3-ol